ClC=1C(=C2C=NNC2=CC1C)C=1C(=NN(C1C)C1CC2(CNC2)C1)N1CC=2N(CC1)N=CC2 5-(4-(5-chloro-6-methyl-1H-indazol-4-yl)-5-methyl-1-(2-azaspiro[3.3]heptan-6-yl)-1H-pyrazol-3-yl)-4,5,6,7-tetrahydropyrazolo[1,5-a]pyrazine